ethyl (3-(4-amino-7-(cis-3-(azetidin-1-ylmethyl)cyclobutyl)-7H-pyrrolo[2,3-d]pyrimidin-5-yl)phenoxy)methyl(methyl)phosphinate NC=1C2=C(N=CN1)N(C=C2C=2C=C(OCP(OCC)(=O)C)C=CC2)[C@@H]2C[C@@H](C2)CN2CCC2